ClC1=C(C=CC2=C1C(=NCC=1N2C(=NN1)CCOC)C1=C(C=CC=C1F)F)Cl 7,8-Dichloro-6-(2,6-difluorophenyl)-1-(2-methoxyethyl)-4H-[1,2,4]triazolo[4,3-a][1,4]benzodiazepin